tert-butyl 2-(1-(4-(N'-hydroxycarbamimidoyl)phenyl)-3,5-dimethyl-1H-pyrazol-4-yl)acetate ON=C(N)C1=CC=C(C=C1)N1N=C(C(=C1C)CC(=O)OC(C)(C)C)C